BrC1=NN2C(NC(C3=C2N=C(C=C3)C(F)(F)F)=O)=C1 2-bromo-8-(trifluoromethyl)pyrazolo[1,5-a]pyrido[3,2-e]pyrimidin-5(4H)-one